5-methyl-N-(5-methyl-1H-pyrazol-3-yl)-6-morpholino-2-(p-tolylthio)pyrimidin-4-amine CC=1C(=NC(=NC1N1CCOCC1)SC1=CC=C(C=C1)C)NC1=NNC(=C1)C